C(C)C(CC1=C(N(N=C1C)C1=CC=C(C=C1)S(=O)(=O)C)O)S 4-(2-Ethyl-sulfanylethyl)-5-methyl-2-(4-methylsulfonyl-phenyl)pyrazol-3-ol